N-(2-octyldodecyl)thiophen-3-amine C(CCCCCCC)C(CNC1=CSC=C1)CCCCCCCCCC